CC1(OC2=C(CO1)C=C(C=C2)C=O)C 2,2-dimethyl-benzo[1,3]dioxane-6-formaldehyde